BrC1=CC(=CC=2C(N(CCOC21)[C@@H](C)C2=NC=CC(=C2)OC)=O)CO[Si](C2=CC=CC=C2)(C2=CC=CC=C2)C(C)(C)C (S)-9-bromo-7-(((tert-butyldiphenylsilyl)oxy)methyl)-4-(1-(4-methoxypyridin-2-yl)ethyl)-3,4-dihydrobenzo[f][1,4]oxazepin-5(2H)-one